tert-butyl 4-(2-(benzylthio)-4-((1-(4-methoxybenzyl)-2,6-dioxopiperidin-3-yl)amino)-3-nitrophenyl)-3,6-dihydropyridine-1(2H)-carboxylate C(C1=CC=CC=C1)SC1=C(C=CC(=C1[N+](=O)[O-])NC1C(N(C(CC1)=O)CC1=CC=C(C=C1)OC)=O)C=1CCN(CC1)C(=O)OC(C)(C)C